BrC1=CC=C(C=C1)C1=NC(=NC(=N1)C1=CC=C(C=C1)Br)C1=CC=C(C=C1)Br L-2,4,6-tri(4-bromophenyl)-1,3,5-triazine